CS(=O)(C)=NC=1C=CC(=NC1)N1N=CN=C1[C@H](C)N(C(C1=CC(=CC(=C1)C(F)(F)F)[N+](=O)[O-])=O)C (S)-N-(1-(1-(5-((dimethyl(oxo)-λ6-sulfaneylidene)amino)pyridin-2-yl)-1H-1,2,4-triazol-5-yl)ethyl)-N-methyl-3-nitro-5-(trifluoromethyl)benzamide